9-(2-naphthyl-1,3,4,5,6,7,8-d7)-9'-(phenyl-2,3,4,5,6-d5)-3,3'-bi-9H-carbazole-1,1',2,2',4,4',5,5',6,6',7,7',8,8'-d14 C1(=C(C(=C(C2=C(C(=C(C(=C12)[2H])[2H])[2H])[2H])[2H])[2H])N1C2=C(C(=C(C(=C2C=2C(=C(C(=C(C12)[2H])[2H])C=1C(=C(C=2N(C3=C(C(=C(C(=C3C2C1[2H])[2H])[2H])[2H])[2H])C1=C(C(=C(C(=C1[2H])[2H])[2H])[2H])[2H])[2H])[2H])[2H])[2H])[2H])[2H])[2H])[2H]